nickel(0) bis(cycloocta-1,5-diene) C1=CCCC=CCC1.C1=CCCC=CCC1.[Ni]